C(C)(C)(C)OC(N[C@H]1C[C@@H](CC1)N)=O tert-butyl((1R,3R)-3-aminocyclopentyl)carbamate